6-(2-chlorophenyl)-2-(methylsulfonyl)-8,9-dihydroimidazo[1',2':1,6]pyrido[2,3-d]pyrimidine ClC1=C(C=CC=C1)C1=CC2=C(N=C(N=C2)S(=O)(=O)C)N2C1=NCC2